C(CCCCCCC\C=C/CCCCCCCC)(=O)OCC(COC(CCCCCCC\C=C/CCCCCCCC)=O)OC(CCCCCCC\C=C/CCCCCCCCOS(=O)(=O)C1=CC=C(C)C=C1)=O 2-(((Z)-18-(tosyloxy)octadec-9-enoyl)oxy)propane-1,3-diyl dioleate